(S)-4-(((1R)-1-(2-fluoro-3-(1,1,3-trifluoro-2-hydroxy-2-methyl-propyl)phenyl)ethyl)amino)-2,6,8,8-tetramethyl-6H-[1,4]oxazino[3,2-g]quinazolin-7(8H)-one FC1=C(C=CC=C1C([C@@](CF)(C)O)(F)F)[C@@H](C)NC1=NC(=NC2=CC3=C(C=C12)N(C(C(O3)(C)C)=O)C)C